CC1(CC=C(CC1)CCC=C(C)C)C=O 1-methyl-4-(4-methyl-3-pentenyl)-3-cyclohexenecarbaldehyde